BrC1=C(N=C(N=N1)N)C1=CC=C(C=C1)F 6-bromo-5-(4-fluorophenyl)-1,2,4-triazin-3-amine